2-(1-(2-fluoroethyl)-1H-pyrazol-4-yl)-5-((trimethylsilyl)ethynyl)pyrimidine FCCN1N=CC(=C1)C1=NC=C(C=N1)C#C[Si](C)(C)C